2-((1s,3s)-3-hydroxy-4,4-dimethyl-Cyclohexyl)isoindoline-1,3-dione O[C@H]1C[C@H](CCC1(C)C)N1C(C2=CC=CC=C2C1=O)=O